C(CCC)O[Mg]OCCCC dibutoxymagnesium